BrC1=CC(=C(C=C1)C=1N=CN(C1)CC1OCC(CO1)(C)C)[N+](=O)[O-] 4-(4-bromo-2-nitrophenyl)-1-((5,5-dimethyl-1,3-dioxan-2-yl)methyl)-1H-imidazole